4-(1-{4,4-difluoro-1-[3-(methyl-sulfonyl)phenyl]but-3-en-1-yl}-1H-pyrazol-4-yl)-7H-pyrrolo-[2,3-d]pyrimidine trifluoroacetate FC(C(=O)O)(F)F.FC(=CCC(C1=CC(=CC=C1)S(=O)(=O)C)N1N=CC(=C1)C=1C2=C(N=CN1)NC=C2)F